(4-((1H-indazol-5-yl)ethynyl)-[2,4'-bipyrimidinyl]-2'-yl)-2,3-dihydro-1H-pyrrolo[3,4-c]pyridin-6-ol N1N=CC2=CC(=CC=C12)C#CC1=NC(=NC=C1)C1=NC(=NC=C1)C1NCC=2C=NC(=CC21)O